ethyl (S)-3-(2',4'-difluoro-6-methoxybiphenyl-3-yl)-3-(3-(4-hydroxy-1-methyl-2-oxo-1,2-dihydro pyridin-3-yl)ureido)propanoate FC1=C(C=CC(=C1)F)C1=CC(=CC=C1OC)[C@H](CC(=O)OCC)NC(=O)NC=1C(N(C=CC1O)C)=O